[W](Br)(Br)Br tungsten(III) bromide